FC1=C(C=CC=C1C)NC=1C2=C(N=CN1)C=CC(=N2)N2CCNC1(CC1)C2 N-(2-Fluoro-3-methylphenyl)-6-(4,7-diazaspiro[2.5]octan-7-yl)pyrido[3,2-d]pyrimidin-4-amine